C(C)(C)(C)OC(CN1CC=2N(CC1)C=CN2)=O.C2=C(C=CC1=CC=CC=C21)C2=NN(C1=CC=CC=C21)C2=C(C=CC=C2)F naphthalen-2-yl-1-(2-fluorophenyl)-1H-indazole tert-butyl-2-{5H,6H,8H-imidazo[1,2-a]pyrazin-7-yl}acetate